trans-cyclohexaneformaldehyde C1(CCCCC1)C=O